C(C)(C)C=1C=2[C@@](C3=C(NC2N=CC1)CC(CC3=O)(C)C)(C3=CC=CC=C3)C (5S)-4-isopropyl-5,8,8-trimethyl-5-phenyl-9,10-dihydro-7H-benzo[b][1,8]naphthyridin-6-one